4-methacryloyloxy-ethoxy-4'-bromobenzophenone C(C(=C)C)(=O)OC1=CC(=C(C(=O)C2=CC=C(C=C2)Br)C=C1)OCC